C(CCCCCCCCCCCCCCCCC)C(C(=O)O)N(C)C octadecyldimethylaminoacetic acid